N1=C(C=C(C=C1)/C=C/C(=O)O)C1=NC=CC=C1 (E)-3-([2,2'-bipyridyl]-4-yl)acrylic acid